(1S,6S)-3-[3-[4-[3-[3-amino-6-(2-hydroxyphenyl)pyridazin-4-yl]-3,8-diazabicyclo[3.2.1]octan-8-yl]-2-pyridyl]prop-2-ynyl]-3-azabicyclo[4.1.0]heptan-6-ol NC=1N=NC(=CC1N1CC2CCC(C1)N2C2=CC(=NC=C2)C#CCN2C[C@@H]1C[C@@]1(CC2)O)C2=C(C=CC=C2)O